C(O)(=O)OC(CN)CCCCCCCCCCCCCCC pentadecyl-ethanolamine carbonate